N-(2-methoxyethyl)-N-(2-morpholinoethyl)-2-[2-(4-methylphenyl)-7-methyl-imidazo[1,2-a]pyridin-3-yl]-acetamide COCCN(C(CC1=C(N=C2N1C=CC(=C2)C)C2=CC=C(C=C2)C)=O)CCN2CCOCC2